Cl.N[C@H](C(=O)OCC(F)(F)F)CC1=CC(=CC=C1)OC1=CC=CC=C1 2,2,2-Trifluoroethyl (S)-2-amino-3-(3-phenoxyphenyl)propanoate hydrochloride